C(C)(C)(C)OC(=O)NC(C(=O)OCC)C1(CCOCC1)C Ethyl 2-((tert-butoxycarbonyl)amino)-2-(4-methyltetrahydro-2H-pyran-4-yl)acetate